4-((1R,5S)-3,8-diazabicyclo[3.2.1]octane-3-yl)-2-(2,6-dioxopiperidin-3-yl)-5-Fluoroisoindoline-1,3-dione [C@H]12CN(C[C@H](CC1)N2)C2=C1C(N(C(C1=CC=C2F)=O)C2C(NC(CC2)=O)=O)=O